N1(CCCC1)C1=NC=CC=C1CNC(CC)=O N-((2-(pyrrolidin-1-yl)pyridin-3-yl)methyl)propanamide